3-Formylbicyclo[1.1.1]pentane-1-carboxylic acid methyl ester COC(=O)C12CC(C1)(C2)C=O